CN(CCNC1=NC2=C(C3=CC=NC=C13)C1=C(N2)C=NC=C1)C N1,N1-dimethyl-N2-(7H-pyrido[4',3':4,5]pyrrolo[2,3-c][2,7]naphthyridin-5-yl)ethane-1,2-diamine